[K+].C(C(O)C)(=O)[O-] lactic acid potassium salt